C(C)OC(=O)C1CC(N(CC1)C1=C(C=C(C=C1)C=1C(=NC(=CC1)OCC1=CC=CC=C1)OCC1=CC=CC=C1)F)=O 1-(4-(2,6-bis(benzyloxy)pyridin-3-yl)-2-fluorophenyl)-2-oxopiperidine-4-carboxylic acid ethyl ester